O1COC2=C1C=CC=C2CN2N=C(C=C2C(=O)OCC)F ethyl 1-(benzo[d][1,3]dioxol-4-ylmethyl)-3-fluoro-1H-pyrazole-5-carboxylate